4-(aminomethyl)-3,5-difluorophenol NCC1=C(C=C(C=C1F)O)F